FC1(CC(C1)C=1C=CC(=NC1)C=O)F 5-(3,3-difluorocyclobutyl)pyridine-carbaldehyde